8-(1-methyl-1H-pyrazol-4-yl)pyrido[4,3-d]pyrimidin-7(6H)-one CN1N=CC(=C1)C=1C(NC=C2C1N=CN=C2)=O